1-cyclohexoxy-1,3,3,3-tetramethyldisiloxane C1(CCCCC1)O[SiH](O[Si](C)(C)C)C